COC(=O)C=1C=C(C=2N(C1N(C(=O)OC(C)(C)C)C(=O)OC(C)(C)C)C=NC2)C=C 5-[bis[(2-methylpropan-2-yl)oxycarbonyl]amino]-8-vinylimidazo[1,5-a]pyridine-6-carboxylic acid methyl ester